(6-(3-methoxyprop-1-yn-1-yl)pyrazin-2-yl)piperidine-4-carbonitrile COCC#CC1=CN=CC(=N1)N1CCC(CC1)C#N